bis(lysyl)-cystamine dihydrochloride Cl.Cl.N[C@@H](CCCCN)C(=O)N(CCSSCCN)C([C@@H](N)CCCCN)=O